Cl.Cl.N1=CC(=CC=C1)OC1=CC=C(C=C1)NC(=O)[C@@H]1NCCCC1 (2R)-N-[4-(3-pyridyloxy)phenyl]piperidine-2-carboxamide dihydrochloride